3-(1,3-dimethylpyrazol-4-yl)-6-(3,7,8-trimethyl-[1,2,4]triazolo[4,3-b]pyridazin-6-yl)-7,8-dihydro-5H-1,6-naphthyridine CN1N=C(C(=C1)C=1C=NC=2CCN(CC2C1)C=1C(=C(C=2N(N1)C(=NN2)C)C)C)C